FC1=C(C(=O)NC2=C(C=CC=C2)C(NCCN2CCOCC2)=O)C(=CC=C1)F 2,6-difluoro-N-(2-[(2-morpholin-4-ylethyl)carbamoyl]phenyl)benzamide